7-(1-azabicyclo[2.2.2]octan-3-yl)-2-(2-ethoxypyridin-3-yl)-1'-[6-methoxy-2-(trifluoromethyl)pyridin-3-yl]spiro[6,8-dihydro-1,7-naphthyridine-5,4'-piperidine] N12CC(C(CC1)CC2)N2CC1(CCN(CC1)C=1C(=NC(=CC1)OC)C(F)(F)F)C=1C=CC(=NC1C2)C=2C(=NC=CC2)OCC